3-(5-((((1R,2R)-2-(hydroxymethyl)cyclohexyl)amino)methyl)-1-oxoisoindolin-2-yl)piperidine-2,6-dione OC[C@H]1[C@@H](CCCC1)NCC=1C=C2CN(C(C2=CC1)=O)C1C(NC(CC1)=O)=O